COC1=C(C=CC=C1)P(CCCP(C1=C(C=CC=C1)OC)C1=C(C=CC=C1)OC)C1=C(C=CC=C1)OC 1,3-bis[bis(2-methoxyphenyl)phosphino]propane